2,5-dimethylthiophene-3-carboxamidospiro[3.3]Heptane-2-carboxylic acid methyl ester COC(=O)C1C(C2(C1)CCC2)NC(=O)C2=C(SC(=C2)C)C